tert-butyl (8-((6-((2-(2,6-dioxopiperidin-3-yl)-1,3-dioxoisoindolin-4-yl)amino)hexyl)oxy)octyl)carbamate O=C1NC(CCC1N1C(C2=CC=CC(=C2C1=O)NCCCCCCOCCCCCCCCNC(OC(C)(C)C)=O)=O)=O